methyl-4-[(2-oxo-1,3-dihydropyrrolo[2,3-b]pyridin-5-yl)amino]benzamide CC1=C(C(=O)N)C=CC(=C1)NC=1C=C2C(=NC1)NC(C2)=O